tert-butyl (3R,4R)-4-(4-aminopyrazol-1-yl)-3-fluoropiperidine-1-carboxylate NC=1C=NN(C1)[C@H]1[C@@H](CN(CC1)C(=O)OC(C)(C)C)F